N(N)C(CCCCCNC(CCCCC1SC[C@@H]2NC(N[C@@H]21)=O)=O)=O N-(6-Hydrazinyl-6-oxohexyl)-5-((3aS,6aR)-2-oxohexahydro-1H-thieno[3,4-d]imidazol-4-yl)pentanamid